(R)-1-(4-methyl-3-((1-(naphthalen-1-yl)ethyl)carbamoyl)benzyl)piperidine-4-carboxylic acid CC1=C(C=C(CN2CCC(CC2)C(=O)O)C=C1)C(N[C@H](C)C1=CC=CC2=CC=CC=C12)=O